1-(6-bromopyridin-3-yl)ethan-1-ol BrC1=CC=C(C=N1)C(C)O